BrCC1CN(CCOC1)C(=O)OC(C)(C)C tert-butyl 6-(bromomethyl)-1,4-oxazepane-4-carboxylate